4'-(5-Fluoro-6-hydroxy-1H-indazol-1-yl)-[1,1'-biphenyl]-4-carboxamide FC=1C=C2C=NN(C2=CC1O)C1=CC=C(C=C1)C1=CC=C(C=C1)C(=O)N